5-chloro-2-methoxy-N-{1-methyl-6-oxo-3-[2-(trifluoromethyl)phenyl]-1,6-dihydro-4-pyridazinyl}benzamide ClC=1C=CC(=C(C(=O)NC=2C(=NN(C(C2)=O)C)C2=C(C=CC=C2)C(F)(F)F)C1)OC